4-(4-(2,5,8,11,14-pentaoxaheptadec-16-yn-1-yl)-1H-1,2,3-triazol-1-yl)-1-acetyl-2-ethyl-3-methyl-1,2,3,4-tetrahydroquinoline-6-carboxylate C(OCCOCCOCCOCCOCC#C)C=1N=NN(C1)C1C(C(N(C2=CC=C(C=C12)C(=O)[O-])C(C)=O)CC)C